FC=1C=NC=C(C1OC)B1OC(C(O1)(C)C)(C)C 3-fluoro-4-methoxy-5-(4,4,5,5-tetramethyl-1,3,2-dioxaborolan-2-yl)pyridine